C(CCCCC)(=O)O.CNCCC methylpropylamine hexanoate